Dimethyl cyclopentanedicarboxylate C1(CCCC1)(C(=O)OC)C(=O)OC